N-(4-(3-(4-(4-bromobut-2-enoyl)-3-(trifluoromethyl)piperazin-1-yl)pyridin-4-yl)-2-methylbenzyl)-5-(tert-butyl)-1,2,4-oxadiazole-3-carboxamide BrCC=CC(=O)N1C(CN(CC1)C=1C=NC=CC1C1=CC(=C(CNC(=O)C2=NOC(=N2)C(C)(C)C)C=C1)C)C(F)(F)F